N-[2-(2-amino-3-fluoroanilino)-1-cyclooctyl-2-oxoethyl]-3-methylisoxazole-4-carboxamide NC1=C(NC(C(C2CCCCCCC2)NC(=O)C=2C(=NOC2)C)=O)C=CC=C1F